((1S,4S)-5-Methyl-2,5-diazabicyclo[2.2.1]heptan-2-yl)-N-(3-phenyl-propyl)-1H-benzo[d]imidazole-1-carboxamide 2,6-dibromo-3,5-difluorobenzyl-2,2,3,3-tetramethylcyclopropanecarboxylate BrC1=C(COC(=O)C2C(C2(C)C)(C)C)C(=C(C=C1F)F)Br.CN1[C@@H]2CN([C@H](C1)C2)C2=NC1=C(N2C(=O)NCCCC2=CC=CC=C2)C=CC=C1